BrC=1C(=NC(=NC1C1=CC=CC=C1)C1=CC=CC=C1)C1=CC=CC=C1 5-bromo-2,4,6-triphenylpyrimidine